2,6-dibromofluorobenzene C1=CC(=C(C(=C1)Br)F)Br